5-(3-isopropyl-5-(1-(2-(methylsulfonyl)ethyl)piperidin-4-yl)-1H-indol-2-yl)-7-methyl-[1,2,3]triazolo[1,5-a]pyridine C(C)(C)C1=C(NC2=CC=C(C=C12)C1CCN(CC1)CCS(=O)(=O)C)C1=CC=2N(C(=C1)C)N=NC2